4,4'-(Oxybis(methylene))bis(methoxybenzene) O(CC1=CC=C(C=C1)OC)CC1=CC=C(C=C1)OC